5-(3-(sec-butyl)-2-oxo-2,3,4,5-tetrahydro-1H-benzo[1,4]diazepine-4-carbonyl)-N-(2,3-dihydroxypropyl)-1H-pyrrole-2-carboxamide C(C)(CC)C1C(NC2=C(CN1C(=O)C1=CC=C(N1)C(=O)NCC(CO)O)C=CC=C2)=O